benzyl (2S,5S)-5-amino-2-methyl-piperidine-1-carboxylate hydrochloride Cl.N[C@H]1CC[C@@H](N(C1)C(=O)OCC1=CC=CC=C1)C